FC(OC1=NN2C(N=CC3=C2[C@@](CN3C(=O)NC3=CN=NC(=C3)C(F)F)(C(F)(F)F)C)=C1)F (R)-2-(difluoromethoxy)-N-(6-(difluoromethyl)pyridazin-4-yl)-8-methyl-8-(trifluoromethyl)-7,8-dihydro-6H-pyrazolo[1,5-a]pyrrolo[2,3-e]pyrimidine-6-carboxamide